4-iodo-1,3-benzodioxole IC1=CC=CC=2OCOC21